CC1=C(C=CC=C1)OC (methyl)anisole